N-(4-fluorophenyl)-N-(4-{2-[2-(trifluoromethyl)phenyl]acetamido}pyridin-2-yl)acetamide FC1=CC=C(C=C1)N(C(C)=O)C1=NC=CC(=C1)NC(CC1=C(C=CC=C1)C(F)(F)F)=O